ClC=1C=C(C=C(C1)C1=NNC=N1)C1NCCOC1 3-(3-chloro-5-(1H-1,2,4-triazol-3-yl)phenyl)morpholine